C(C)(=O)N1N=C(C(=C1)C(=O)OCC)OCCCOCC ethyl 1-acetyl-3-(3-ethoxypropoxy)-1H-pyrazole-4-carboxylate